FC1=CC=C(C=C1)CC1C(N(CCN1C(C=C)=O)C=1N=C2N(C=CC=C2)C1)=O 3-[(4-fluorophenyl)methyl]-1-imidazo[1,2-a]pyridin-2-yl-4-prop-2-enoyl-piperazin-2-one